C1(CCCC1)OCC1=CC(=NC=C1)NC=1SC2=C(N1)C=CC(=C2)C=2C=NNC2 N-(4-((cyclopentyloxy)-methyl)pyridin-2-yl)-6-(1H-pyrazol-4-yl)benzo-[d]thiazol-2-amine